[N+](=[N-])=CC(CC[C@@H](C(=O)OC(C)C)NC([C@H](C)OC)=O)=O isopropyl (S)-6-diazo-2-((S)-2-methoxypropanamido)-5-oxohexanoate